5-(isocyanomethyl)oxazole [N+](#[C-])CC1=CN=CO1